FC(C1=NN(C=C1NC(=O)C=1C=NN2C1N=C(C=C2)N2CCOCC2)C2CCC(CC2)C(=O)OC)F Methyl (1R,4R)-4-(3-(difluoromethyl)-4-(5-morpholinopyrazolo[1,5-a]pyrimidine-3-carboxamido)-1H-pyrazol-1-yl)cyclohexane-1-carboxylate